4-(1-{6-methyl-4-[(1-methylcyclopropyl)amino]furo[2,3-d]pyrimidine-5-carbonyl}piperidin-4-yl)benzamide CC1=C(C2=C(N=CN=C2NC2(CC2)C)O1)C(=O)N1CCC(CC1)C1=CC=C(C(=O)N)C=C1